C(C1=CC=CC=C1)OC(=O)N[C@H]1C[C@H](CN(C1)C(=O)OC(C)(C)C)C(=O)OC (3R,5S)-1-tert-butyl 3-methyl 5-(((benzyloxy)carbonyl)amino)piperidine-1,3-dicarboxylate